N-(4-fluorophenyl)-5-nitrothiophene-2-carboxamide FC1=CC=C(C=C1)NC(=O)C=1SC(=CC1)[N+](=O)[O-]